(S)-1-(1-(pyridin-2-yl)ethyl)-4-(3-(4-(trifluoromethyl)phenyl)-1H-pyrazolo[3,4-b]pyridin-1-yl)pyridin-2(1H)-one N1=C(C=CC=C1)[C@H](C)N1C(C=C(C=C1)N1N=C(C=2C1=NC=CC2)C2=CC=C(C=C2)C(F)(F)F)=O